nickel-boron-tungsten-platinum [Pt].[W].[B].[Ni]